dihydro-4'H-spiro[cyclobutane-1,5'-thieno[2,3-b]pyridine]-3-carboxamide S1CCC2=C1N=CC1(C2)CC(C1)C(=O)N